4-(3,4,5,7-tetrahydroxy-3,4-dihydro-2H-chromen-2-yl)phenolate OC1C(OC2=CC(=CC(=C2C1O)O)O)C1=CC=C(C=C1)[O-]